NC1=NC=C(C2=C1C=NN2COCC[Si](C)(C)C)NC(C(=O)N2[C@H](CC[C@@H](C2)C)C=2C=C1C=CC=NC1=CC2)=O N-(4-amino-1-((2-(trimethylsilyl)ethoxy)methyl)-1H-pyrazolo[4,3-c]pyridin-7-yl)-2-((2R,5S)-5-methyl-2-(quinolin-6-yl)piperidin-1-yl)-2-oxoacetamide